bis(N,N-dimethylaminopropyl)amine CN(C)CCCNCCCN(C)C